C1([N+](=O)[O-])=CC([N+](=O)[O-])=CC([N+](=O)[O-])=C1O (-)-picric acid